2-isopropoxy-5-methyl-4-(2,2,6,6-tetramethyl-1,2,3,6-tetrahydropyridin-4-yl)aniline C(C)(C)OC1=C(N)C=C(C(=C1)C=1CC(NC(C1)(C)C)(C)C)C